C(#N)C1=CC(=CC=2C(=COC21)CC(=O)OCC)O ethyl 2-(7-cyano-5-hydroxybenzofuran-3-yl)acetate